(1-mercaptononyl)-1,4,5,8-tetramethoxynaphthalene SC(CCCCCCCC)C1=C(C2=C(C=CC(=C2C(=C1)OC)OC)OC)OC